1,3-dihydro-1,3-dioxoisobenzofuran-5-carboxylate O=C1OC(C2=CC(=CC=C12)C(=O)[O-])=O